2'-chloro-10,10-diphenyl-10H-spiro[anthracene-9,9'-fluorene] ClC1=CC=2C3(C4=CC=CC=C4C2C=C1)C1=CC=CC=C1C(C=1C=CC=CC13)(C1=CC=CC=C1)C1=CC=CC=C1